BrC1=C2CC(CC2=CC=C1)(C)C 4-bromo-2,2-dimethyl-2,3-dihydro-1H-indene